FC1=C(C(=O)N([C@H]2CN(CCC2)C(=O)OC(C)(C)C)C=2N=CC=C3C2SC(=C3)C3=CC=NC=C3)C=CC(=C1)N1N=NC=3C1=NC=CC3 tert-butyl (3R)-3-[[2-fluoro-4-(triazolo[4,5-b]pyridin-3-yl)benzoyl]-[2-(4-pyridyl)thieno[2,3-c]pyridin-7-yl]amino]piperidine-1-carboxylate